(2R)-N-(4-cyclopropylphenyl)piperidine-2-carboxamide trifluoroacetate FC(C(=O)O)(F)F.C1(CC1)C1=CC=C(C=C1)NC(=O)[C@@H]1NCCCC1